C(C)S(=O)(=O)C=1C=C(C=NC1C=1N=C2N(C=CC(=C2)C(F)(F)F)C1)OC(C#N)(C)C 2-[[5-ethylsulfonyl-6-[7-(trifluoromethyl)imidazo[1,2-a]pyridin-2-yl]-3-pyridinyl]oxy]-2-methyl-propionitrile